FC1=C(N)C=CC(=C1I)F 2,4-difluoro-3-iodoaniline